N-(5-((6-((R)-3-(3-fluorophenyl)-isoxazolidine-2-yl)pyrimidine-4-yl)amino)-4-methoxy-2-(4-(4-methylpiperazine-1-yl)piperidine-1-yl)phenyl)acrylamide FC=1C=C(C=CC1)[C@@H]1N(OCC1)C1=CC(=NC=N1)NC=1C(=CC(=C(C1)NC(C=C)=O)N1CCC(CC1)N1CCN(CC1)C)OC